1-(2-(((6-(2-Chloro-3-(3-chloro-2-(3-methoxy-4-(((2-(2-oxopyrrolidin-1-yl)ethyl)amino)methyl)phenyl)pyridin-4-yl)phenyl)-2-methoxypyridin-3-yl)methyl)amino)ethyl)pyrrolidin-2-one ClC1=C(C=CC=C1C1=C(C(=NC=C1)C1=CC(=C(C=C1)CNCCN1C(CCC1)=O)OC)Cl)C1=CC=C(C(=N1)OC)CNCCN1C(CCC1)=O